2,7-diazaspiro[4.4]nonane-2-carboxamide C1N(CCC12CNCC2)C(=O)N